4,4'-dibromo-2,2'-bipyridinylium BrC1=CC(=[NH+]C=C1)C1=[NH+]C=CC(=C1)Br